BrC1=CC(=C(C=C1)C1=NN2C(=NC=3C=CC=CC3C2=N1)N[C@H]1C(NCCCC1)=O)Cl (3R)-3-{[2-(4-bromo-2-chlorophenyl)[1,2,4]triazolo[1,5-c]quinazolin-5-yl]amino}azepan-2-one